FC1=C(C=CC=C1)N1CCNCC1 1-(2-fluorophenyl)-piperazine